C(CCCCCCCCCC=CCCCCCC)=O 11-Octadecenal